N-(2,6-Difluoro-3-methylbenzyl)-N-methyl-6-(4-(morpholinomethyl)phenyl)-7H-pyrrolo[2,3-d]pyrimidin-4-amine FC1=C(CN(C=2C3=C(N=CN2)NC(=C3)C3=CC=C(C=C3)CN3CCOCC3)C)C(=CC=C1C)F